OC1=CC=C(C=C1)CCC(=O)NC1=CC=C(C=C1)SC 3-(4-hydroxyphenyl)-N-(4-(methylthio)phenyl)propanamide